NC1=C(SC=2N=C(N=C(C21)C)C)C(=O)NC2CC=1C=CC(=NC1CC2)N2CC(C(C2)N)(COC)F 5-amino-N-{2-[4-amino-3-fluoro-3-(methoxymethyl)pyrrolidin-1-yl]-5,6,7,8-tetrahydroquinolin-6-yl}-2,4-dimethylthieno[2,3-d]pyrimidine-6-carboxamide